tert-butyl 4-[2-[2-[2-[(4-nitrophenyl)sulfonylamino] ethoxy]ethoxy]ethoxy]piperidine-1-carboxylate [N+](=O)([O-])C1=CC=C(C=C1)S(=O)(=O)NCCOCCOCCOC1CCN(CC1)C(=O)OC(C)(C)C